C(C)(C)(C)C1=NSC(=C1C#N)OC1=CC(=C(C=C1C)N=CN(C)CC)Cl N'-{4-[(3-tert.-Butyl-4-cyano-1,2-thiazol-5-yl)oxy]-2-chloro-5-methylphenyl}-N-ethyl-N-methylimidoformamide